C[C@]12CC(C[C@](CC1)(N2)C)OC2=CC=C(N=N2)C2=NC=C(C=C2O)N2N=NC=C2 2-(6-{[(1R,3S,5S)-1,5-dimethyl-8-azabicyclo[3.2.1]oct-3-yl]oxy}pyridazin-3-yl)-5-(1H-1,2,3-triazol-1-yl)pyridin-3-ol